ONC1=C(C=CC=C1)OCC1=CC=CC=C1 N-hydroxy-2-benzyloxyaniline